5,6-dihydro-4H-1,2,4-oxadiazin-5-ol O1N=CNC(C1)O